C(C)(=O)O[C@H]1[C@H](OC2=CC(=CC=C2)NC(CN=[N+]=[N-])=O)O[C@@H]([C@@H]([C@@H]1OC(C)=O)OC(C)=O)COC(C)=O m-(α-Azidoacetamido)-phenyl 2,3,4,6-tetra-O-acetyl-β-D-galactopyranoside